2-(2,6-dioxopiperidin-3-yl)-4-(((1-(1-((1-methylcyclobutyl)methyl)piperidin-4-yl)-1H-pyrazol-4-yl)methyl)amino)isoindoline-1,3-dione O=C1NC(CCC1N1C(C2=CC=CC(=C2C1=O)NCC=1C=NN(C1)C1CCN(CC1)CC1(CCC1)C)=O)=O